3,3-dimethyl-2-(5,6,7,8-tetra(2-thienyl)-1-isoquinolyl)isoindol-1-one CC1(N(C(C2=CC=CC=C12)=O)C1=NC=CC2=C(C(=C(C(=C12)C=1SC=CC1)C=1SC=CC1)C=1SC=CC1)C=1SC=CC1)C